(l)-1-(2-hydroxyethyl)-4-methylpyridin-1-ium OCC[N+]1=CC=C(C=C1)C